Tripropylammonium tetrakis(dimethylphenyl)borate tert-butyl-4-((4-hydroxy-7-methoxypyrido[3,2-d]pyrimidin-6-yl)oxy)piperidine-1-carboxylate C(C)(C)(C)OC(=O)N1CCC(CC1)OC=1C(=CC=2N=CN=C(C2N1)O)OC.CC=1C(=C(C=CC1)[B-](C1=C(C(=CC=C1)C)C)(C1=C(C(=CC=C1)C)C)C1=C(C(=CC=C1)C)C)C.C(CC)[NH+](CCC)CCC